C(C)(C)(C)OC(=O)N[C@@H](C(=O)O)CC1=C(C(=CC=C1)B(O)O)OCC1=CC=C(C=C1)OC (2R)-2-[(tert-butoxycarbonyl)amino]-3-[3-(dihydroxyboranyl)-2-[(4-methoxyphenyl)methoxy]phenyl]propanoic acid